O=C1N(CCN(C1)C(C=C)=O)C=1C=NN(C1)C1CCN(CC1)C(=O)OC(C)(C)C tert-butyl 4-[4-(2-oxo-4-prop-2-enoyl-piperazin-1-yl)pyrazol-1-yl]piperidine-1-carboxylate